C(N)(OCC1(CN(C1)C1=NC=NC=C1OC1=C(C=C(C=C1)F)C(N(C(C)C)C(C)C)=O)C)=O ((1-(5-(2-(diisopropylcarbamoyl)-4-fluorophenoxy)pyrimidin-4-yl)-3-methyl Azetidin-3-yl) methyl) carbamate